1-(2-deoxy-2'-fluoro-beta-D-arabinofuranosyl)-5-iodocytosine F[C@@H]1[C@@H](O[C@@H]([C@H]1O)CO)N1C(=O)N=C(N)C(=C1)I